tert-butyl (S)-7-(3-((1-(4-((1-(tert-butoxycarbonyl)pyrrolidin-3-yl)oxy)-3-cyclohexylbenzoyl)piperidin-4-yl)oxy)-5-fluorophenyl)-2,7-diazaspiro[3.5]nonane-2-carboxylate C(C)(C)(C)OC(=O)N1C[C@H](CC1)OC1=C(C=C(C(=O)N2CCC(CC2)OC=2C=C(C=C(C2)F)N2CCC3(CN(C3)C(=O)OC(C)(C)C)CC2)C=C1)C1CCCCC1